O\N=C(\C1=C(C(=CC=C1SC)CO)C)/N (Z)-N'-hydroxy-3-hydroxymethyl-2-methyl-6-methylthiobenzamidine